ClC=1C(=C(CNC(CN(C(CN2N=C(C3=CC=CC=C23)C(=O)N)=O)C2COC2)=O)C=CC1)F 1-(2-((2-((3-chloro-2-fluorobenzyl)amino)-2-oxoethyl)(oxetan-3-yl)amino)-2-oxoethyl)-1H-indazole-3-carboxamide